C(C)(C)(C)NS(=O)(=O)C1=CC=C(C=C1)NC([C@H](CC1=CC=CC=C1)NS(=O)(=O)C1=CC=C(C=C1)F)=O (S)-N-(4-(N-tert-butylsulfamoyl)phenyl)-2-(4-fluorophenylsulfonamido)-3-phenylpropanamide